(R)-3-(5'-benzyl-2'-carbamoyl-[1,1'-biphenyl]-3-yl)-2-methylpropanoic acid C(C1=CC=CC=C1)C=1C=CC(=C(C1)C1=CC(=CC=C1)C[C@H](C(=O)O)C)C(N)=O